C(C1=CC=CC=C1)N1C(C(=NC2=CC=C(C=C12)Br)C(F)F)=O 1-benzyl-7-bromo-3-difluoromethylquinoxalinone